cycloocta-1,5-diene rhodium chloride [Rh](Cl)(Cl)Cl.C1=CCCC=CCC1